C([O-])([O-])=O.[K+].FC1(CN(CCC1)C1=CN(C2=C1N=C(N=C2)SCC=2C=CC(=C(C2)CC(=O)O)F)CC)F.[K+] 2-(5-(((7-(3,3-difluoropiperidin-1-yl)-5-ethyl-5H-pyrrolo[3,2-d]pyrimidin-2-yl)thio)methyl)-2-fluorophenyl)acetic acid Potassium carbonate